CC1(C(=NC=2C=CC3=C(C12)C=CC=C3)C)C 1,1,2-trimethyl-1h-benzo[e]indole